FC(C1=NN=C(O1)C=1C=CC(=NC1)CN1N=NC(=C1)C=1C=CC2=C(NC(=N2)N)C1)F 6-(1-((5-(5-(difluoromethyl)-1,3,4-oxadiazol-2-yl)pyridin-2-yl)methyl)-1H-1,2,3-triazol-4-yl)-1H-benzo[d]imidazol-2-amine